2-benzyl-6-(difluoromethyl)-2-azaspiro[3.3]heptan-6-yl (2R,5S)-2,5-dimethyl-4-[5-(trifluoromethyl)pyrimidin-2-yl]piperazine-1-carboxylate C[C@H]1N(C[C@@H](N(C1)C1=NC=C(C=N1)C(F)(F)F)C)C(=O)OC1(CC2(CN(C2)CC2=CC=CC=C2)C1)C(F)F